(S)-6-(6-Chloro-5-fluoro-2-oxo-1,2-dihydrospiro[benzo[d][1,3]oxazine-4,3'-pyrrolidin]-1'-yl)-N-((6-((S)-3-methylpyrrolidin-1-yl)pyridin-3-yl)methyl)pyridazine-4-carboxamide ClC1=C(C2=C(NC(O[C@]23CN(CC3)C3=CC(=CN=N3)C(=O)NCC=3C=NC(=CC3)N3C[C@H](CC3)C)=O)C=C1)F